(S)-2-amino-3-(1-methyl-4,5,6,7-tetrahydro-1H-indazol-3-yl)propanoic acid N[C@H](C(=O)O)CC1=NN(C=2CCCCC12)C